COC=1C=CC(=NC1)CO (5-Methoxypyridin-2-yl)methanol